C(C)(C)(C)OC([C@H](N(C)C(=O)OC(C)(C)C)CCOC1=CC=CC=C1)=O.C(C=C)(=O)NC1=CC=C(C=C1)C1=NN2N=CN=C(C2=C1C1=CC(=C(C(=O)NC2COC2)C=C1)OC)N 4-(6-(4-acrylamidophenyl)-4-aminopyrazolo[5,1-f][1,2,4]triazin-5-yl)-2-methoxy-N-(oxetan-3-yl)benzamide tert-butyl-N-(tert-butoxycarbonyl)-N-methyl-O-phenyl-D-homoserinate